C1CCCCCCC1.[SiH3][SiH2][SiH3] Trisilan-Cyclooctan